ethyl-urethane acrylate C(C=C)(=O)O.C(C)NC(=O)OCC